(5S)-2-{trans-3-[(1,2-benzothiazol-4-yl)oxy]cyclobutyl}-5-(3,5-difluorophenyl)-2,5,6,7-tetrahydro-3H-pyrrolo[2,1-c][1,2,4]triazol-3-one S1N=CC2=C1C=CC=C2O[C@@H]2C[C@H](C2)N2N=C1N(C2=O)[C@@H](CC1)C1=CC(=CC(=C1)F)F